COC(C1=CC(=C(C=C1)NC1=CC(=CC=C1)OC)N)=O 3-amino-4-((3-methoxyphenyl)amino)benzoic acid methyl ester